methyl 4-((hydroxyamino) methyl)-2-methylbenzoate ONCC1=CC(=C(C(=O)OC)C=C1)C